(R)-6-(3-methylmorpholino)-4-(4-(methylsulfonyl)tetrahydro-2H-pyran-4-yl)-N-(1H-pyrazol-5-yl)pyridin-2-amine C[C@@H]1COCCN1C1=CC(=CC(=N1)NC1=CC=NN1)C1(CCOCC1)S(=O)(=O)C